(R,E)-2,2-dimethyl-8-oxo-2,3,4,8-tetrahydropyrano[3,2-g]chromen-3-yl 3-(benzo[d][1,3]dioxol-5-yl)acrylate O1COC2=C1C=CC(=C2)/C=C/C(=O)O[C@H]2C(OC1=CC3=C(C=C1C2)C=CC(O3)=O)(C)C